COC=1C=C(C=CC1OC)C1=CN=CC(=N1)C1=CC(=CS1)NC(CCCC)=O N-(5-(6-(3,4-dimethoxyphenyl)pyrazin-2-yl)thiophen-3-yl)pentanamide